C1(CC1)C#CC1=CC=2CC(N3C(C2C2=C1OCC2)=CC(C(=C3)C(=O)OCC)=O)C(C)C Ethyl 4-(cyclopropylethynyl)-7-isopropyl-11-oxo-2,6,7,11-tetrahydro-1H-furo[2,3-H]pyrido[2,1-a]isoquinoline-10-carboxylate